N-undecenyl-2-pyrrolidone C(=CCCCCCCCCC)N1C(CCC1)=O